CC=1N(N=C2[C@H](CCCC12)C)CC(=O)N1[C@@H]([C@@H](CC1)OCC(=O)O)C1=C(C(=CC=C1)OC)C 2-[(2R,3R)-1-[2-[(7S)-3,7-dimethyl-4,5,6,7-tetrahydroindazol-2-yl]acetyl]-2-(3-methoxy-2-methyl-phenyl)pyrrolidin-3-yl]oxyacetic acid